NCCN(CC)CC=1C=C(C#N)C=CC1I 3-(((2-aminoethyl)(ethyl)amino)methyl)-4-iodobenzonitrile